(R)-4-(2,2-difluoro-7-((5-methoxy-7-methyl-1H-indol-4-yl)methyl)-7-azaspiro[3.5]nonan-6-yl)-N-(oxetan-3-yl)benzamide FC1(CC2(C1)C[C@@H](N(CC2)CC2=C1C=CNC1=C(C=C2OC)C)C2=CC=C(C(=O)NC1COC1)C=C2)F